FC1=C(C(=CC=C1)OC)CC(=O)OC methyl 2-(2-fluoro-6-methoxy-phenyl)acetate